ClC=1C(=NC(=NC1)N1CCC(CC1)(F)F)NC1=CC2=C(N(C(N2CCC(C)(C)O)=O)C)C=C1 5-((5-chloro-2-(4,4-difluoropiperidin-1-yl)pyrimidin-4-yl)amino)-3-(3-hydroxy-3-methylbutyl)-1-methyl-1,3-dihydro-2H-benzo[d]imidazol-2-one